ClC=1C(=NC=C(C(=O)N(C)[C@@H]2COCC=3NC(C=4C=C(C(=CC4C32)F)F)=O)C1)C(F)(F)F (S)-5-Chloro-N-(8,9-difluoro-6-oxo-1,4,5,6-tetrahydro-2H-pyrano[3,4-c]isoquinolin-1-yl)-N-methyl-6-(trifluoromethyl)nicotinamide